t-butyl (R)-3-(1,1-difluoroethyl)pyrrolidine-1-carboxylate FC(C)(F)[C@H]1CN(CC1)C(=O)OC(C)(C)C